ClC=1C=C2C(=CN1)N(C(=C2)C=2C(=NC=CC2C)OC)C 3-[5-chloro-1-methylpyrrolo[2,3-c]pyridin-2-yl]-2-methoxy-4-methylpyridine